(2R)-2-(methylamino)butanedioic acid CN[C@@H](C(=O)O)CC(=O)O